4-(3-Isopropyl-2-(8-methoxy-[1,2,4]triazolo[1,5-a]pyridin-6-yl)-1H-indol-5-yl)-N-methyl-N-(3,3,3-trifluoropropyl)cyclohexan-1-amin C(C)(C)C1=C(NC2=CC=C(C=C12)C1CCC(CC1)N(CCC(F)(F)F)C)C=1C=C(C=2N(C1)N=CN2)OC